5-((3-(dimethylamino)phenyl)amino)pyrazolo[1,5-a]pyrido[4,3-e]pyrimidine-2-carboxylic acid CN(C=1C=C(C=CC1)NC1=NC=2N(C3=C1C=CN=C3)N=C(C2)C(=O)O)C